O=S1(CCOCC2=C1C=C(C=C2)C(=O)N2[C@@H](CCC2)C(=O)NC=2SC=C(N2)C2=CC(=CC=C2)C2=CC(=NC(=C2)C)OC)=O (S)-1-(1,1-dioxido-2,3-dihydro-5H-benzo[e][1,4]oxathiepine-8-carbonyl)-N-(4-(3-(2-methoxy-6-methylpyridin-4-yl)phenyl)thiazol-2-yl)pyrrolidine-2-carboxamide